O([C@@H]1[C@@H](O)[C@H](O)[C@@H](O)[C@@H](O1)CO)C1=C(C(=CC(=C1)O)O)C(\C=C\C1=CC=C(C=C1)O)=O 2-[(E)-3-(4-Hydroxyphenyl)-1-oxo-2-propenyl]-3,5-dihydroxyphenyl beta-L-glucopyranoside